[Br-].[I-].C(CCC)[N+](CCCC)(CCCC)CCCC.C(CCC)[N+](CCCC)(CCCC)CCCC tetrabutylammonium iodide Bromide salt